CC1=CC=C(C=C1)NS(=O)(=O)C1=CNC=C1C1=CC=C(C=C1)C N,4-bis(4-methylphenyl)-1H-pyrrole-3-sulfonamide